C1=CC=CC=2C3=CC=CC=C3N(C12)C1=CC=C(C=C1)C1=CCN(C=C1)CC1=CC=CC=C1 4-(4-(9H-carbazol-9-yl)phenyl)-1-benzylpyridin